(4-methoxybenzylidene)-2-(4-methylstyryl)oxazol-5(4H)-one COC1=CC=C(C=C2N=C(OC2=O)C=CC2=CC=C(C=C2)C)C=C1